FC(F)(F)[SiH](C(F)(F)F)C(F)(F)F tri(trifluoromethyl)silane